4-fluoro-N-(6-(fluoro(piperidin-4-ylidene)methyl)pyridin-2-yl)benzamide FC1=CC=C(C(=O)NC2=NC(=CC=C2)C(=C2CCNCC2)F)C=C1